4-fluorophenyl-N-[1-[[[1-(4-cyanophenyl)ethyl]sulfonyl]methyl]propyl]carbamic acid FC1=CC=C(C=C1)N(C(O)=O)C(CC)CS(=O)(=O)C(C)C1=CC=C(C=C1)C#N